3,4-dihydropyridone N1C(CCC=C1)=O